2-methoxy-N-[(1S)-1-(5-(2-methoxyquinolin-3-yl)-1H-imidazol-2-yl)-7-(1,3-oxazol-2-yl)-7-oxoheptyl]acetamide COCC(=O)N[C@@H](CCCCCC(=O)C=1OC=CN1)C=1NC(=CN1)C=1C(=NC2=CC=CC=C2C1)OC